N=1NN=NC1C1=CC=C(CC2(NC(=NC=3N2N=CC3C(C)C)NC3CCOCC3)N)C=C1 4-(4-(2H-tetrazol-5-yl)benzyl)-8-isopropyl-N2-(tetrahydro-2H-pyran-4-yl)pyrazolo[1,5-a][1,3,5]triazine-2,4-diamine